6-(4-Methoxylphenyl)-9-β-D-ribofuranosyl-7-desazapurine O(C)C1=CC=C(C=C1)C1=C2C=CN(C2=NC=N1)[C@H]1[C@H](O)[C@H](O)[C@H](O1)CO